FC=1N=C2N(C=CC=C2)C1[N+](=O)[O-] 2-fluoro-3-nitroimidazo[1,2-a]pyridine